C(C1=CC=CC=C1)OC1=C(C=C2C(=NC=NC2=C1)OC1=CC(=C(C=C1)NC(=O)NC1=CC=C(C=C1)F)Cl)OC 1-(4-((7-(benzyloxy)-6-methoxyquinazolin-4-yl)oxy)-2-chlorophenyl)-3-(4-fluorophenyl)urea